(S)-2-chloro-N-(5-chloro-6-(4-((S)-1-hydroxyethyl)-2H-1,2,3-triazol-2-yl)pyridin-3-yl)-8,8-dimethyl-7,8-dihydro-6H-cyclopenta[e]pyrazolo[1,5-a]pyrimidine-6-carboxamide ClC1=NN2C(N=CC3=C2C(C[C@@H]3C(=O)NC=3C=NC(=C(C3)Cl)N3N=CC(=N3)[C@H](C)O)(C)C)=C1